((1,3,4-oxadiazol-2-yl)methyl)spiro[chromane-2,4'-piperidin] (R)-tert-butyl-3-aminopyrrolidine-1-carboxylate C(C)(C)(C)OC(=O)N1C[C@@H](CC1)N.O1C(=NN=C1)CN1CCC2(CC1)OC1=CC=CC=C1CC2